BrC1=C(N=C2N(C1=O)C=CC=C2)N[C@@H]2C[C@@H](CN(C2)C)C2=CC=C(OCC(=O)N1CCC(CC1)OC1=C3C(N(C(C3=CC=C1)=O)C1C(NC(CC1)=O)=O)=O)C=C2 4-[[1-[2-[4-[(3R,5R)-5-[(3-Bromo-4-oxo-pyrido[1,2-a]pyrimidin-2-yl)amino]-1-methyl-3-piperidyl]phenoxy]acetyl]-4-piperidyl]oxy]-2-(2,6-dioxo-3-piperidyl)isoindoline-1,3-dione